4-(((1R,3S)-3-(azetidin-1-yl)-2,3-dihydro-1H-inden-1-yl)amino)-2,6-difluoro-N-(thiazol-4-yl)benzenesulfonamide N1(CCC1)[C@H]1C[C@H](C2=CC=CC=C12)NC1=CC(=C(C(=C1)F)S(=O)(=O)NC=1N=CSC1)F